[NH4+].FC(C(=O)[O-])(C(C(C(C(C(C(F)(F)F)(F)F)(F)F)(F)F)(F)F)(F)F)F perfluorooctanoic acid ammonium salt